[Cl-].C(#N)CC(C[N+](C)(C)C)O L-3-cyano-2-hydroxypropyl-trimethylammonium chloride